O=C1C2(CC3=CC=CC=C13)CC1CCC(C2)N1C(=O)OC(C)(C)C tert-butyl 1'-oxo-1',3'-dihydro-8-azaspiro[bicyclo[3.2.1]octane-3,2'-indene]-8-carboxylate